(Z)-3,7-dimethylnon-6-enal CC(CC=O)CC\C=C(/CC)\C